ClC=1C=C(C=C(C1)Cl)[C@]1(CC(=NO1)C1=CC(=C(C(=O)O)C=C1)C)C(F)(F)F (5R)-4-[5-(3,5-dichlorophenyl)-5-(trifluoromethyl)-4H-isoxazol-3-yl]-2-methyl-benzoic acid